(S)-11-((R)-1-aminoethyl)-10-methyl-1,2,4,4a,5,6-hexahydro-8H-thieno[3'',2'':4',5']pyrimido[2',1':2,3]pyrimido[6,1-c][1,4]oxazin-8-one N[C@H](C)C1=C(SC2=C1N=C1N(CC[C@H]3COCCN31)C2=O)C